C1(CC(C(CC1)C(C)C)OC(=O)C1NC(CC1)=O)C menthyl-2-pyrrolidin-5-onecarboxylate